FC=1C=C(C=C(C1OC)OC)C1(CC1)\C=N\C (E)-1-[1-(3-fluoro-4,5-dimethoxy-phenyl)cyclopropyl]-N-methyl-methanimine